FC=1C=CC(=C(C1)[Mg]Br)OC 5-fluoro-2-methoxyphenylmagnesium bromide